(R)-ethyl 2-trifluoromethylsulfonyloxy-4-phenylbutyrate FC(S(=O)(=O)O[C@@H](C(=O)OCC)CCC1=CC=CC=C1)(F)F